ClC=1C(=NC=NC1)O[C@H]1[C@@H]2[C@H](OC1)[C@@H](CO2)F 5-Chloro-4-(((3R,3aR,6R,6aS)-6-fluorohexahydrofuro[3,2-b]furan-3-yl)oxy)pyrimidine